C(CCCC)(=O)OCC(COCCCCC)OC(NC1=C2N=CN(C2=NC(=N1)F)[C@@H]1O[C@@]([C@H](C1)O)(CO)C#C)=O 2-(((9-((2R,4S,5R)-5-ethynyl-4-hydroxy-5-(hydroxymethyl)tetrahydrofuran-2-yl)-2-fluoro-9H-purin-6-yl)carbamoyl)oxy)-3-(pentyloxy)propyl pentanoate